(Z)-β-caryophyllene C/C/1=C/CCC(=C)[C@H]2CC([C@@H]2CC1)(C)C